BrC1=NN(C(=C1)C(=O)NC=1C(=CC=2N(C1C(=O)NCC)N=CC2)Cl)C2=NC=CC=C2Cl 6-(3-Bromo-1-(3-chloropyridin-2-yl)-1H-pyrazol-5-carboxamido)-5-chloro-N-ethylpyrazolo[1,5-a]pyridin-7-carboxamid